C(C1=CC=CC=C1)N1C2(CCNC2=O)CN(CC1)C(COP(=O)(OC1=CC=CC=C1)N[C@@H](C)C(=O)OC(CC)CC)=O pentan-3-yl ((2-(6-benzyl-1-oxo-2,6,9-triazaspiro[4.5]decan-9-yl)-2-oxoethoxy)(phenoxy)phosphoryl)alaninate